3-oxabicyclo[10.4.0]hexadec-1(12)-ene C1=2COCCCCCCCCC2CCCC1